3-(diethoxyphosphoryloxy)-1,2,3-benzotriazin-4(3H)-one C(C)OP(=O)(OCC)ON1N=NC2=C(C1=O)C=CC=C2